C1(CC1)C1=C(C#N)C(=CC=C1)N1N=CC(=C1)C1=CN(C(C=C1C1=CC(N(C=C1)CCF)=O)=O)C 2-cyclopropyl-6-[4-[4-[1-(2-fluoroethyl)-2-oxo-4-pyridyl]-1-methyl-6-oxo-3-pyridyl]pyrazol-1-yl]benzonitrile